C1(=CC=CC=C1)NC(C(=C)C1=CC=CC=C1)=O N,2-diphenyl-acrylamide